N,N-dibutyl-3-methyl-4-oxo-3,4-dihydroimidazo[5,1-d][1,2,3,5]tetrazine-8-carboxamide C(CCC)N(C(=O)C=1N=CN2C1N=NN(C2=O)C)CCCC